2-(piperidin-4-yl)isoquinolin-1(2H)-one N1CCC(CC1)N1C(C2=CC=CC=C2C=C1)=O